C12C(=CC(CC1)C2)C2=NN1C(N(C(=C(C1=O)N1CCN(CC1)C(CC(CCCCCCCCCCCCCCCCC)O)=O)CC)CC(=O)NC1=C(C=C(C=C1)C(F)(F)F)Cl)=N2 2-(2-(Bicyclo[2.2.1]hept-2-en-2-yl)-5-ethyl-6-(4-(3-hydroxyeicosanoyl)piperazin-1-yl)-7-oxo-[1,2,4]triazolo[1,5-a]pyrimidin-4(7H)-yl)-N-(2-chloro-4-(trifluoromethyl)phenyl)acetamide